NC1=NC=2C=NC(=CC2C2=C1COC2)C(=O)N2[C@@H](COCCC2)C2=CC=C(C=C2)C(F)(F)F (4-amino-1,3-dihydrofuro[3,4-c][1,7]naphthyridin-8-yl)((3R)-3-(4-(trifluoromethyl)phenyl)-1,4-oxazepan-4-yl)methanone